(2S)-2-(2-aminoacetamido)-N-(2-((4-((4-(3-((2-(2,6-dioxopiperidin-3-yl)-1-oxoisoindolin-5-yl)methyl)ureido)phenoxy)methyl)benzyl)amino)-2-oxoethyl)-3-phenylpropanamide TFA salt OC(=O)C(F)(F)F.NCC(=O)N[C@H](C(=O)NCC(=O)NCC1=CC=C(C=C1)COC1=CC=C(C=C1)NC(=O)NCC=1C=C2CN(C(C2=CC1)=O)C1C(NC(CC1)=O)=O)CC1=CC=CC=C1